[18F]C1=C(C(=O)O)C=CC(=C1)[N+](=O)[O-] 2-[18F]fluoro-4-nitrobenzoic acid